BrC1CCN(CC1)C 4-bromo-1-methylpiperidine